N=1SN=C2C1C=CC=C2B(O)O 2,1,3-BENZOTHIADIAZOL-4-YLBORONIC ACID